C(#N)C=1C(=NC=CC1)C(=O)NC1(C[C@@H]2[C@@H](CN(C2)C2=NC=C(C=C2)C=2C=3N(C=C(C2)C=2C=NN(C2)C)N=CC3C#N)C1)C 3-cyano-N-((3aR,5s,6aS)-2-(5-(3-cyano-6-(1-methyl-1H-pyrazol-4-yl)pyrazolo[1,5-a]pyridin-4-yl)pyridin-2-yl)-5-methyloctahydrocyclopenta[c]pyrrol-5-yl)picolinamide